FC1(CN(CC[C@@H]1NC1=NN2C(C(=N1)OC)=C(C=C2)C=2C=CC1=C(N(C(=N1)C)CC(F)F)C2)C2COC2)F (S)-N-(3,3-Difluoro-1-(oxetan-3-yl)piperidin-4-yl)-5-(1-(2,2-difluoroethyl)-2-methyl-1H-benzo[d]imidazol-6-yl)-4-methoxypyrrolo[2,1-f][1,2,4]triazin-2-amine